[C@@H]1(CC(C(CC1)C(C)C)C(C(=O)OCC1=CC=C(C=C1)C1=NC=CC=C1)Br)C (4-(pyridin-2-yl)phenyl)methanol (1R)-menthyl-bromoacetate